N-(3-chloro-2-methylphenyl)-2-(1-methoxy-2-methylpropane-2-yl)-6-({[2-(trifluoromethyl)phenyl]carbonyl}amino)-1H-benzimidazole-4-carboxamide ClC=1C(=C(C=CC1)NC(=O)C1=CC(=CC=2NC(=NC21)C(COC)(C)C)NC(=O)C2=C(C=CC=C2)C(F)(F)F)C